tert-butyl N-[2-fluoro-5-({[(1S,3S,5S)-5-methyl-2-{2-[(4-phenoxyphenyl)formamido]acetyl}-2-azabicyclo[3.1.0]hexan-3-yl]formamido}methyl)thiophene-3-carboximidoyl]carbamate FC=1SC(=CC1C(=N)NC(OC(C)(C)C)=O)CNC(=O)[C@H]1N([C@H]2C[C@]2(C1)C)C(CNC(=O)C1=CC=C(C=C1)OC1=CC=CC=C1)=O